tert-butyl (S)-4-(7-bromo-4-((4-((5-fluoropyridin-3-yl)oxy)-3-methylphenyl)amino)pyrido[3,2-d]pyrimidin-6-yl)-2-(hydroxymethyl)piperazine-1-carboxylate BrC1=CC=2N=CN=C(C2N=C1N1C[C@H](N(CC1)C(=O)OC(C)(C)C)CO)NC1=CC(=C(C=C1)OC=1C=NC=C(C1)F)C